3-(5-bromo-3-fluoro-2-pyridyl)prop-2-yn-1-ol BrC=1C=C(C(=NC1)C#CCO)F